(1R)-1-{5-[1-(2,2,2-Trifluoroethyl)-1H-pyrazol-3-yl]-1,2,4-oxadiazol-3-yl}-6-azaspiro[2.5]octan-6-sulfonamid FC(CN1N=C(C=C1)C1=NC(=NO1)[C@@H]1CC12CCN(CC2)S(=O)(=O)N)(F)F